1-phenyl-3-(trimethylsilyl)prop-2-yn-1-ol C1(=CC=CC=C1)C(C#C[Si](C)(C)C)O